N-(3-aminopyridin-2-yl)-2-(2-methoxyphenyl)-2-(1-oxoisoindol-2-yl)acetamide NC=1C(=NC=CC1)NC(C(N1C(C2=CC=CC=C2C1)=O)C1=C(C=CC=C1)OC)=O